OC(CNC(=O)C1=CN=C2N1C=C(C=C2)C=2C(=NC=CC2)C2=CC(=C(C=C2)F)C)CO N-(2,3-Dihydroxypropyl)-6-(2-(4-fluoro-3-methylphenyl)pyridin-3-yl)imidazo[1,2-a]pyridin-3-carboxamid